N=1C=NN2C1C=CC(=C2)C2=CC(=NN2C2=NC(=CC=C2)C)CC(=O)NC2=C(C=CC=C2)OC(F)(F)F 5-([1,2,4]triazolo[1,5-a]pyridin-6-yl)-1-(6-methylpyridin-2-yl)-N-(2-(trifluoromethoxy)phenyl)-1H-pyrazole-3-carboxyamide